(1S,5R)-N-methyl-N-[6-[4-(3-methylisothiazol-5-yl)-1,3-benzothiazol-7-yl]-1,2,4-triazin-3-yl]-9-azabicyclo[3.3.1]nonan-3-amine CN(C1C[C@@H]2CCC[C@H](C1)N2)C=2N=NC(=CN2)C2=CC=C(C=1N=CSC12)C1=CC(=NS1)C